C(CCCCCCCCCCCCC\C=C\CCCCCCCC)(=O)O trans-Tetracos-15-enoic acid